ClC1=CC=C(C=N1)C1=C(N(N=N1)C)CN1N=CC(=CC1=O)N1C[C@@H](O[C@@H](C1)C)C |r| 2-[[5-(6-chloro-3-pyridyl)-3-methyl-triazol-4-yl]methyl]-5-[rac-(2S,6R)-2,6-dimethylmorpholin-4-yl]pyridazin-3-one